tert-butyl (2R)-2-({6-[4-(tert-butoxycarbonyl)phenyl]pyridin-3-yl}carbamoyl)pyrrolidine-1-carboxylate C(C)(C)(C)OC(=O)C1=CC=C(C=C1)C1=CC=C(C=N1)NC(=O)[C@@H]1N(CCC1)C(=O)OC(C)(C)C